3-(5-fluoroisoquinolin-4-yl)-6-(fluoromethyl)-1,5,6,7-tetrahydro-2H-cyclopenta[d]pyrimidine-2,4(3H)-dione FC1=C2C(=CN=CC2=CC=C1)N1C(NC2=C(C1=O)CC(C2)CF)=O